2-(6-(((1s,2s,3r,5r)-2-fluoro-8-azabicyclo[3.2.1]oct-3-yl)oxy)pyridazin-3-yl)-5-(1H-imidazol-1-yl)phenol F[C@H]1[C@@H]2CC[C@H](C[C@H]1OC1=CC=C(N=N1)C1=C(C=C(C=C1)N1C=NC=C1)O)N2